C(C=1C(C(=O)OCCO)=CC=CC1)(=O)OCCOC(C=C)=O 2-acryloyloxyethyl 2-hydroxyethyl phthalate